N-(3-(2'-fluoro-[1,1'-biphenyl]-4-yl)propyl)-5-phenylisoxazole-3-carboxamide FC1=C(C=CC=C1)C1=CC=C(C=C1)CCCNC(=O)C1=NOC(=C1)C1=CC=CC=C1